((2S,6R)-2,6-dimethylmorpholino)(5-(2,4,5-trifluoro-3-hydroxy-6-iodophenyl)-1,2,4-oxadiazol-3-yl)methanone C[C@@H]1O[C@@H](CN(C1)C(=O)C1=NOC(=N1)C1=C(C(=C(C(=C1I)F)F)O)F)C